FC(COC1=CC=C2C(=C(C(OC2=C1)=O)CC1=C(C(=NC=C1)NS(NC)(=O)=O)F)C)(C)F 7-(2,2-difluoropropoxy)-3-[[3-fluoro-2-(methylsulfamoylamino)-4-pyridyl]methyl]-4-methyl-chromen-2-one